4-[(E)-3-Oxo-3-[2-(trifluoromethyl)phenyl]prop-1-enyl]benzoic acid O=C(/C=C/C1=CC=C(C(=O)O)C=C1)C1=C(C=CC=C1)C(F)(F)F